ClC=1C(=NC(=NC1C)N1CC(C1)[C@@H]1CN(CCC1)C1CC(C1)(C(=O)O)C)N[C@H](C)C1=C(C=C(C=C1)Cl)Cl (1R,3r)-3-((R)-3-(1-(5-chloro-4-(((R)-1-(2,4-dichlorophenyl)ethyl)amino)-6-methylpyrimidin-2-yl)azetidin-3-yl)piperidin-1-yl)-1-methylcyclobutane-1-carboxylic acid